1-Methyl-5-(5-(naphthalen-2-yl)-2-oxaspiro[3.3]heptan-6-yl)-1H-indole CN1C=CC2=CC(=CC=C12)C1C(C2(COC2)C1)C1=CC2=CC=CC=C2C=C1